C(C)SC1=NSC(=N1)NC(=O)N1CCC12CN(CCC2)C=2C1=C(N=CN2)NC=C1 N-(3-(ethylsulfanyl)-1,2,4-thiadiazol-5-yl)-6-(7H-pyrrolo[2,3-d]pyrimidin-4-yl)-1,6-diazaspiro[3.5]nonane-1-carboxamide